(S)-4-[[6-(difluoromethoxy)-4-[2-[(2,6-dimethylpyrimidin-4-yl)amino]pyrazolo[1,5-a]pyridin-5-yl]-3-pyridyl]oxymethyl]-1,5,5-trimethyl-pyrrolidin-2-one FC(OC1=CC(=C(C=N1)OC[C@H]1CC(N(C1(C)C)C)=O)C1=CC=2N(C=C1)N=C(C2)NC2=NC(=NC(=C2)C)C)F